N[C@H](C)C1=CC=C(C=C1)NC1=NC=C(C(=N1)NCC=1C=C(C=CC1)N(S(=O)(=O)C)C)C(F)(F)F N-[3-({[2-({4-[(1R)-1-aminoethyl]phenyl}amino)-5-(trifluoromethyl)pyrimidin-4-yl]amino}methyl)phenyl]-N-methylmethanesulfonamide